(2r,4S)-2-((1R,5S,6S)-6-(4-(Trifluoromethyl)phenyl)-3-azabicyclo[3.1.0]hexan-3-carbonyl)-5-azaspiro[3.4]octan-6-on FC(C1=CC=C(C=C1)C1[C@@H]2CN(C[C@H]12)C(=O)C1CC2(C1)NC(CC2)=O)(F)F